(R)-(+)-trans-N-(4-pyridyl)-4-(1-aminoethyl)-cyclohexanecarboxamide dihydrochloride C[C@H](C1CCC(CC1)C(=O)NC2=CC=NC=C2)N.Cl.Cl